COCCN(C1=CC=C2C(=N1)OC(C=C2C2=C(C=CC=C2)C)=O)C 7-((2-methoxyethyl)(methyl)amino)-4-(o-tolyl)-2H-pyrano[2,3-b]pyridin-2-one